COC(CN1CC2(CC1)CCN(CC2)C(=O)OC(C)(C)C)=O tert-butyl 2-(2-methoxy-2-oxoethyl)-2,8-diazaspiro[4.5]decan-8-carboxylate